ClC1=CC=C(C(=N1)C=1C(=NN(C1)C)C)NC(C)C=1C=2C3=C(N(C(C2C=C(C1)C)=O)C)N(N=C3)C3CCN(CC3)C 9-[1-[[6-chloro-2-(1,3-dimethylpyrazol-4-yl)-3-pyridyl]amino]ethyl]-4,7-dimethyl-3-(1-methyl-4-piperidyl)pyrazolo[3,4-c]isoquinolin-5-one